COC1=C(C=CC=C1)CCN1CC(CC1)C1=CNC=2C=CC=C(C12)O 3-(1-(2-(2-methoxyphenyl)ethyl)pyrrolidin-3-yl)-1H-indole-4-ol